ClC1=CC=C(C=C1)CN1C([C@H](CSC2=C1C=C(C(=C2)F)C2=NOC(=N2)C(C)(C)C#N)NC(OC(C)(C)C)=O)=O tert-butyl N-[(3R)-5-[(4-chlorophenyl)methyl]-7-[5-(1-cyano-1-methyl-ethyl)-1,2,4-oxadiazol-3-yl]-8-fluoro-4-oxo-2,3-dihydro-1,5-benzothiazepin-3-yl]carbamate